1-[6,7-Dimethyl-4-(methylamino)-1,3-dihydro-2H-pyrrolo[3,4-c]pyridin-2-yl]-2-[trans-2-(4-fluorophenyl)cyclopropyl]ethanon CC1=C(C2=C(C(=N1)NC)CN(C2)C(C[C@H]2[C@@H](C2)C2=CC=C(C=C2)F)=O)C